4-(Dimethoxymethyl)-1-(4-(4,4,5,5-tetramethyl-1,3,2-dioxaborol-2-yl)phenyl)Piperidine COC(C1CCN(CC1)C1=CC=C(C=C1)B1OC(C(O1)(C)C)(C)C)OC